COC=1C=C2CCNCC2=CC1NC1=NC2=CC(=CC=C2C=N1)C1=C(C=CC=C1)C 4-{2-[(6-methoxy-1,2,3,4-tetrahydroisoquinolin-7-yl)amino]quinazolin-7-yl}-3-methylbenzene